3-(4-chloro-3,5-dimethyl-pyrazol-1-yl)-N-(3,4-dihydro-2H-1,4-benzoxazin-6-yl)-N-methyl-benzamide ClC=1C(=NN(C1C)C=1C=C(C(=O)N(C)C=2C=CC3=C(NCCO3)C2)C=CC1)C